N-ethyl-N-isopropylpyridine-2-amide C(C)N(C(=O)C1=NC=CC=C1)C(C)C